hydroxyethylammonium hydrogen sulfate salt S(=O)(=O)(O)[O-].OCC[NH3+]